O=C1NC(CCC1N1CC2=C(C=C(C=C2C1=O)CC(=O)O)F)=O 2-(2-(2,6-dioxopiperidin-3-yl)-7-fluoro-3-oxoisoindolin-5-yl)acetic acid